C(C1=CC=CC=C1)N1CCN(CC1)CC1CCC2(CCN(CC2)C(=O)OC(C)(C)C)CC1 tert-butyl 9-((4-benzylpiperazin-1-yl) methyl)-3-azaspiro[5.5]undecane-3-carboxylate